N-Benzyl-1,4-bis(aminomethyl)cyclohexan C(C1=CC=CC=C1)NCC1CCC(CC1)CN